COC1=CC=C(C=N1)NC(=O)C1=NC(=NC=C1)N(C1=CC=CC=C1)CCOCCOCCNC(OC(C)(C)C)=O tert-Butyl N-[2-[2-[2-(N-[4-[(6-methoxy-3-pyridyl)carbamoyl]pyrimidin-2-yl]anilino)ethoxy]ethoxy]ethyl]carbamate